CN(CCN(C1=CC=C(C=C1)NC=1N=CC2=C(N1)N(C(C=C2C#C)=O)C)C)C 2-((4-((2-(dimethylamino)ethyl)(methyl)amino)phenyl)amino)-5-ethynyl-8-methylpyrido[2,3-d]pyrimidin-7(8H)-one